(S)-4-(6-((1-(6-(4-fluoro-1H-pyrazol-1-yl)pyridin-3-yl)ethyl)(methyl)amino)pyridine-3-yl)-6-morpholinopyrazolo[1,5-a]pyridine-3-carbonitrile FC=1C=NN(C1)C1=CC=C(C=N1)[C@H](C)N(C1=CC=C(C=N1)C=1C=2N(C=C(C1)N1CCOCC1)N=CC2C#N)C